FC1=C(C(=CC(=C1)OC)F)N1N=C(C=C1)C=1C=CC(=C(C1)CNC(OC)=O)C methyl N-[[5-[1-(2,6-difluoro-4-methoxyphenyl)-1H-pyrazol-3-yl]-2-methyl-phenyl]methyl]carbamate